ClC=1C=C(C=CC1)C1=CC=C(S1)CC(=O)NCCN1CCOCC1 2-(5-(3-chlorophenyl)thiophen-2-yl)-N-(2-morpholinoethyl)acetamide